(1S,3S,5S)-N-(4-methoxybenzyl)-5-methyl-2-((4-phenoxy-benzoyl)-glycyl)-2-azabicyclo[3.1.0]hexane-3-carboxamide COC1=CC=C(CNC(=O)[C@H]2N([C@H]3C[C@]3(C2)C)C(CNC(C2=CC=C(C=C2)OC2=CC=CC=C2)=O)=O)C=C1